tetrakis-(2,2,6,6-tetramethyl-4-piperidyl)-1,2,3,4-butanetetracarboxylate CC1(NC(CC(C1)OC(=O)CC(C(CC(=O)OC1CC(NC(C1)(C)C)(C)C)C(=O)OC1CC(NC(C1)(C)C)(C)C)C(=O)OC1CC(NC(C1)(C)C)(C)C)(C)C)C